2-Ethoxy-N-methyl-5-[3-[4-(trifluoromethyl)phenyl]sulfanylpyrazin-2-yl]benzenesulfonamide C(C)OC1=C(C=C(C=C1)C1=NC=CN=C1SC1=CC=C(C=C1)C(F)(F)F)S(=O)(=O)NC